CC=1SC(=CC1NC(CNS(=O)(=O)C1=C(C=CC=C1)C(F)(F)F)=O)S(=O)(=O)N1CCSCC1 N-[2-methyl-5-(thiomorpholine-4-sulfonyl)thiophen-3-yl]-2-(2-trifluoromethylbenzenesulfonamido)acetamide